ClCCOC1=CC(=CC2=C1N(C(N2)=O)C)NC(OC(C)(C)C)=O tert-Butyl (7-(2-chloroethoxy)-1-methyl-2-oxo-2,3-dihydro-1H-benzo[d]imidazol-5-yl)carbamate